(benzyloxy)-N-methoxy-N-methylcyclobutanecarboxamide C(C1=CC=CC=C1)OC1(CCC1)C(=O)N(C)OC